ClC1=CC=CC2=C1C(=NO2)NS(=O)(=O)C2=C(C=CC(=C2)OCC(F)(F)F)OCC(F)(F)F N-(4-chlorobenzo[d]isoxazol-3-yl)-2,5-bis(2,2,2-trifluoroethoxy)benzenesulfonamide